chloromethyl-sulfur ClC[S]